C(C)(C)(C)OC(=O)N(CCC[C@@H](CC(=O)NC=1SC(=C(N1)C)C(=O)OCCC)NC(C1=CC(=CC=C1)C1=NOC(=N1)C)=O)C Propyl 2-[[(3S)-6-[tert-butoxycarbonyl(methyl)amino]-3-[[3-(5-methyl-1,2,4-oxadiazol-3-yl)benzoyl]amino]hexanoyl]amino]-4-methyl-thiazole-5-carboxylate